4-bromo-N-(6-(5-methyloctahydropyrrolo[3,4-c]pyrrole-2-carbonyl)pyridin-2-yl)benzamide BrC1=CC=C(C(=O)NC2=NC(=CC=C2)C(=O)N2CC3CN(CC3C2)C)C=C1